FC1=CC=C(CN2CCC(CC2)NC(=O)N2CC(C3=NC(=CC=C32)C)(C)C)C=C1 N-(1-(4-fluorobenzyl)piperidin-4-yl)-3,3,5-trimethyl-2,3-dihydro-1H-pyrrolo[3,2-b]pyridine-1-carboxamide